FC1=C(OC2=CC=C(C=C2C1=O)OC)C1=CC=CC=C1 fluoro-6-methoxyflavone